5-(piperidin-4-ylmethoxy)pentanal N1CCC(CC1)COCCCCC=O